C(C1CO1)OC=CCCCCCCCC decenyl glycidyl ether